N-(3,5-dichloro-4-((4-oxo-3,4-dihydrophthalazin-1-yl)oxy)phenyl)-5-oxo-4,5-dihydro-1,2,4-oxadiazole-3-carboxamide ClC=1C=C(C=C(C1OC1=NNC(C2=CC=CC=C12)=O)Cl)NC(=O)C1=NOC(N1)=O